(R)-N-(6,8-dimethylisoquinolin-1-yl)-4-(3-methylisoxazol-5-yl)-N-(piperidin-3-yl)piperidine-1-carboxamide CC=1C=C2C=CN=C(C2=C(C1)C)N(C(=O)N1CCC(CC1)C1=CC(=NO1)C)[C@H]1CNCCC1